Ethyl 6-oxo-1-[3-(2-oxoimidazolidin-1-yl)phenyl]pyridine-3-carboxylate O=C1C=CC(=CN1C1=CC(=CC=C1)N1C(NCC1)=O)C(=O)OCC